FC=1C=C(C=CC1OC1=C(C=NC2=CC(=C(C=C12)OC)OC)F)C=1N(C(C(=CN1)C(=O)N)=O)C1=C(C=C(C=C1)OC)C [3-fluoro-4-[(3-fluoro-6,7-dimethoxy-4-quinolyl)oxy]phenyl]-1-(4-methoxy-2-methyl-phenyl)-6-oxo-pyrimidine-5-carboxamide